CC1(COC1)OC1=NC(=NC=C1C(F)(F)F)SC 4-((3-methyloxetan-3-yl)oxy)-2-(methylthio)-5-(trifluoromethyl)pyrimidine